4,5-dimethoxy-2-nitrobenzyl 2-(dimethoxymethyl)-1H-imidazole-1-carboxylate COC(C=1N(C=CN1)C(=O)OCC1=C(C=C(C(=C1)OC)OC)[N+](=O)[O-])OC